BrC=1C=C2C(=NC1)CN(C2=O)C2CC2 3-bromo-6-cyclopropyl-6,7-dihydro-5H-pyrrolo[3,4-b]pyridin-5-one